FC1(C(N(CC1)[C@@H]1CC[C@H](CC1)N)=O)F 3,3-difluoro-1-[(trans)-4-aminocyclohexyl]pyrrolidin-2-one